O2-benzyl O1-tert-butyl 4-methyleneazetidine-1,2-dicarboxylate C=C1CC(N1C(=O)OC(C)(C)C)C(=O)OCC1=CC=CC=C1